ClC=1C=NC=CC1SC=1C=CC=2C(=NC=C(N2)N2CCC3([C@@H]([C@@H](OC3)C)N)CC2)N1 (3S,4S)-8-(6-((3-chloropyridin-4-yl)thio)pyrido[2,3-b]pyrazin-2-yl)-3-methyl-2-oxa-8-azaspiro[4.5]decan-4-amine